NC1=C(C=C(C(=O)OCC)C=C1C=1N=CN(C1)C)C#CC1=CC=C(C=C1)F ethyl 4-amino-3-((4-fluorophenyl)ethynyl)-5-(1-methyl-1H-imidazol-4-yl)benzoate